C1(C(C=CC=C1)N)(C(C)C)N Cumene-1,2-diamine